4-((6-((4-Aminopiperidin-1-yl)sulfonyl)hexyl)amino)-2-(2,6-dioxopiperidin-3-yl)isoindoline-1,3-dione hydrochloride Cl.NC1CCN(CC1)S(=O)(=O)CCCCCCNC1=C2C(N(C(C2=CC=C1)=O)C1C(NC(CC1)=O)=O)=O